ClC1=CC=C(C=C1)C=1N=NN(C1)CC(=O)NC1=CC(=C(C=C1)Cl)Cl 2-(4-(4-chlorophenyl)-1H-1,2,3-triazol-1-yl)-N-(3,4-dichlorophenyl)acetamide